FC(C1=NN2C(N=C(C=C2NC[C@](C)(C2=CC=C(C=C2)F)C2CN(C2)C(NC#N)=N)C(F)(F)F)=C1)(F)F (S)-3-(1-((2,5-bis(trifluoromethyl)pyrazolo[1,5-a]pyrimidin-7-yl)amino)-2-(4-fluorophenyl)propan-2-yl)-N-cyanoazetidine-1-carboximidamide